C(CC\C=C/CCCCC)C(C(CCC\C=C/CCCCC)O)CCC\C=C/CCCCC (6Z,16Z)-12-((Z)-dec-4-en-1-yl)docosa-6,16-dien-11-ol